FC=1C=C(C=CC1F)C=1N=C(SC1C=1C=NC=CC1)NS(=O)(=O)C1=NC=C(C=C1C)NCC1=C(C(=CC=C1)OC)O N-(4-(3,4-difluorophenyl)-5-(pyridine-3-yl)thiazol-2-yl)-5-((2-hydroxy-3-methoxybenzyl)amino)-3-methylpyridine-2-sulfonamide